N1=CN=CC(=C1)C=1C=C(OC2CC3C(CN(C3)C(=O)N3N=C(C=C3)C(=O)O)C2)C=CC1 1-(trans-5-(3-(pyrimidin-5-yl)phenoxy)octahydrocyclopenta[c]pyrrole-2-carbonyl)-1H-pyrazole-3-carboxylic acid